C(CCCCCCC)N(C(CCCCN(CCCCN(CCCCCCC(C(=O)[O-])(CCCCCCCC)CCCCCC)CCCCCCC(C(=O)[O-])(CCCCCCCC)CCCCCC)C)=O)CCCCCCCC ((4-((5-(dioctylamino)-5-oxopentyl)(methyl)amino)butyl)azanediyl)bis(hexane-6,1-diyl)bis(2-hexyldecanoate)